N-methyl-N'-thiophen-2-yl-oxamide CNC(=O)C(=O)NC=1SC=CC1